Br.CC1NCCC2=CC(=CC=C12)O 1-methyl-1,2,3,4-tetrahydroisoquinolin-6-ol hydrobromide